3-(4-(azidomethyl)phenyl)-2-((tert-butoxycarbonyl)amino)propionic acid N(=[N+]=[N-])CC1=CC=C(C=C1)CC(C(=O)O)NC(=O)OC(C)(C)C